N1CCC(CC1)N1CCNCC1 1-(piperidin-4-yl)piperazine